BrCCC(C(CCCCC)CBr)CC1=C(C=CC=C1)Br bromoethyl-2-bromobenzyl-2-bromomethyl-heptane